NC=1C(=NC(=CN1)C1=C(C=CC(=C1)C=1C=NN(C1)CC(F)(F)F)F)C(=O)N[C@@H]1CNC[C@H](C1)F 3-amino-6-(2-fluoro-5-(1-(2,2,2-trifluoroethyl)-1H-pyrazol-4-yl)phenyl)-N-((3S,5S)-5-fluoropiperidin-3-yl)pyrazine-2-carboxamide